N2-[4-(4-ethylpiperazin-1-yl)phenyl]-N4-[2-(6-methyl-2-pyridyl)pyrimidin-4-yl]pyrimidine-2,4-diamine C(C)N1CCN(CC1)C1=CC=C(C=C1)NC1=NC=CC(=N1)NC1=NC(=NC=C1)C1=NC(=CC=C1)C